CC(CC(=O)N1[C@@H](CCC1)C1=NC(=NO1)CCCC1=CC=CC=C1)C (S)-3-methyl-1-(2-(3-(3-phenylpropyl)-1,2,4-oxadiazol-5-yl)pyrrolidin-1-yl)butan-1-one